4-((2-chloropyridin-4-yl)oxy-3-fluorophenyl)-1-phenyl-5-(trifluoromethyl)-1H-imidazole ClC1=NC=CC(=C1)OC1=C(C=CC=C1F)C=1N=CN(C1C(F)(F)F)C1=CC=CC=C1